NC1=C(C=C(C=N1)NC(C(=O)N1[C@H](CC[C@@H](C1)C)C1=CC=C(C=C1)F)=O)C(F)F N-[6-amino-5-(difluoromethyl)-3-pyridyl]-2-[(2R,5S)-2-(4-fluorophenyl)-5-methyl-1-piperidyl]-2-oxo-acetamide